6-(1-(6-(furan-2-yl)-1H-[1,2,3]triazolo[4,5-b]pyrazin-1-yl)ethyl)-3-(1-methyl-1H-pyrazol-4-yl)quinoline O1C(=CC=C1)C1=CN=C2C(=N1)N(N=N2)C(C)C=2C=C1C=C(C=NC1=CC2)C=2C=NN(C2)C